C1(CC1)C1=C(N)C=CC(=C1)OCC1=NC=CC=C1 2-cyclopropyl-4-[(pyridin-2-yl)methoxy]aniline